FS(=O)(=O)N([N+]1=CC=CC=C1)C 1-((fluorosulfonyl)(methyl)amino)pyridin-1-ium